(3-prop-2-enoyloxypropoxy)naphthalene C(C=C)(=O)OCCCOC1=CC=CC2=CC=CC=C12